C(C)NC(=O)NC1=NC=2C(=NC=C(C2)C2=C(C=CC(=C2)CC2=NNC(C3=CC=CC=C23)=O)F)N1 1-Ethyl-3-(6-(2-fluoro-5-((4-oxo-3,4-dihydrophthalazin-1-yl)methyl)phenyl)-3H-imidazo[4,5-b]pyridin-2-yl)urea